NC=1C(=NC(=CC1Br)Cl)C(=O)NC 3-amino-4-bromo-6-chloro-N-methylpicolinamide